C(C)(C)(C)OC(=O)N1C(CCCC1)NC1=NC(=NC(=N1)C1=NC(=CC=C1)Cl)NC1=CC(=NC=C1)C(F)(F)F [4-(6-Chloro-pyridin-2-yl)-6-(2-trifluoromethyl-pyridin-4-ylamino)-[1,3,5]triazin-2-ylamino]-piperidine-1-carboxylic Acid Tert-Butyl Ester